ClC=1C=CC=NC1C(F)(F)F 5-chloro-6-(trifluoromethyl)pyridin